3-(4-Chlorothiophen-2-yl)-N-(4-methyl-3-(pyridin-4-yl)-1H-pyrazol-5-yl)propenamide ClC=1C=C(SC1)C=CC(=O)NC1=C(C(=NN1)C1=CC=NC=C1)C